C(C1=CC=CC=C1)OC(N[C@H](CNC(=O)[C@H]1OC(OCC1(C)C)(C)C)C)=O {(S)-1-Methyl-2-[((S)-2,2,5,5-tetramethyl-[1,3]dioxane-4-carbonyl)-amino]-ethyl}-carbamic acid benzyl ester